N-[(1S,2S)-2-aminocyclohexyl]-3-{2-[(3,5-difluorophenyl)amino]pyrimidin-4-yl}-1-methyl-1H-pyrazole-5-carboxamide N[C@@H]1[C@H](CCCC1)NC(=O)C1=CC(=NN1C)C1=NC(=NC=C1)NC1=CC(=CC(=C1)F)F